ClC=1C=C2C(=CC1NC(C(C1CCCCCCC1)NC(=O)C=1N(N=CC1)C)=O)NC(C21CCOCC1)=O N-{2-[(5-chloro-2-oxospiro[indoline-3,4'-tetrahydropyran]-6-yl)amino]-1-cyclooctyl-2-oxoethyl}-2-methylpyrazole-3-carboxamide